C1(CC1)[C@H](C)NCOC(=O)C=1C=2N(C=CC1)C=CN2 ([(1S)-1-cyclopropylethyl]aminomethyl)imidazo[1,2-a]pyridine-8-carboxylate